N[C@H](C(=O)[O-])CCCCC(=O)[O-] L-α-aminopimelate